N-(2,8-dimethylimidazo[1,2-a]pyrazin-6-yl)-4-(3,3-dimethylpiperazin-1-yl)-2,3-dihydro-1H-pyrrolo[2,3-b]pyridine-1-carboxamide hydrochloride Cl.CC=1N=C2N(C=C(N=C2C)NC(=O)N2CCC=3C2=NC=CC3N3CC(NCC3)(C)C)C1